4-(2-Hydroxy-ethyl)-1-piperazine-propanesulfonic acid OCCN1CCN(CC1)CCCS(=O)(=O)O